2-[N,N-bis(trifluoromethane-sulfonyl)amino]-5-chloropyridine FC(S(=O)(=O)N(S(=O)(=O)C(F)(F)F)C1=NC=C(C=C1)Cl)(F)F